O-phenyl {4-[(3-{3-cyano-4-[(propan-2-yl)oxy]phenyl}-1-{[2-(trimethylsilyl)ethoxy]methyl}-1H-pyrrolo[2,3-b]pyridin-4-yl)oxy]-3-(trifluoromethyl)phenyl}carbamothioate C(#N)C=1C=C(C=CC1OC(C)C)C1=CN(C2=NC=CC(=C21)OC2=C(C=C(C=C2)NC(OC2=CC=CC=C2)=S)C(F)(F)F)COCC[Si](C)(C)C